(R)-1-((4-Hydroxy-1-(3-phenylbutanoyl)piperidin-4-yl)methyl)-5-(4-hydroxypiperidin-1-carbonyl)-4-phenylpyridin-2(1H)-on OC1(CCN(CC1)C(C[C@@H](C)C1=CC=CC=C1)=O)CN1C(C=C(C(=C1)C(=O)N1CCC(CC1)O)C1=CC=CC=C1)=O